C(C(C)=C)N[C@@H](CC1=CNC2=CC=CC=C12)C(=O)O methallyl-L-tryptophan